{5-[1-(Dimethylamino)ethyl]-3-[(2R)-2-methyltetrahydro-1H-pyrrol-1-yl]phenyl}-3-{[3-fluoro-5-(trifluoromethyl)phenyl]oxy}pyrazin-2-amine CN(C(C)C=1C=C(C=C(C1)C=1N=C(C(=NC1)N)OC1=CC(=CC(=C1)C(F)(F)F)F)N1[C@@H](CCC1)C)C